C(C)(C)C1=CN(C2=NC=C(N=C21)CC2=C(C=C(C=C2C)B(O)O)C)S(=O)(=O)C2=CC=C(C)C=C2 (4-((7-Isopropyl-5-tosyl-5H-pyrrolo[2,3-b]pyrazin-2-yl)methyl)-3,5-dimethylphenyl)boronic acid